2-(4-ethylpiperazin-1-yl)-4-methyl-N-(tetra-hydro-2H-pyran-4-yl)benzo[d]thiazole-6-carboxamide C(C)N1CCN(CC1)C=1SC2=C(N1)C(=CC(=C2)C(=O)NC2CCOCC2)C